CC(=O)NC(CSSCC(C(=O)O)N)C(=O)O N-acetylcystine